OC(C)NC(CCCC)=O N-(1-hydroxyethyl)valeramide